C(C=C)N1N=CN=C1 prop-2-enyl-1H-1,2,4-triazole